NC1=C(C(=O)[O-])C=C(C=C1)OC1=C(C(=CC=C1F)NC(C(F)(F)F)=O)F 2-amino-5-[2,6-difluoro-3-[(2,2,2-trifluoroacetyl)amino]phenoxy]benzoate